C[Si](OC(C)CC)(CCCC)C di(methyl)-n-butyl(sec-butoxy)silane